[Na].N1C(=O)NC(=O)C1 hydantoin sodium salt